(cyanophenyl)thiourea C(#N)C1=C(C=CC=C1)NC(=S)N